NAPHTHALENE-sulfonyl chloride C1=CC=C2C(=C1)C=CC=C2S(=O)(=O)Cl